C(OCCCCCN)(OCC(=O)[C@]1(CC[C@H]2[C@@H]3CCC4=CC(C=C[C@@]4([C@H]3C(C[C@]12C)=O)C)=O)O)=O 5-aminopentyl (2-((8S,9S,10R,13S,14S,17R)-17-hydroxy-10,13-dimethyl-3,11-dioxo-6,7,8,9,10,11,12,13,14,15,16,17-dodecahydro-3H-cyclopenta[a]phenanthren-17-yl)-2-oxoethyl) carbonate